(1-((4-fluoropiperidin-1-yl)methyl)cyclopropyl)methanol FC1CCN(CC1)CC1(CC1)CO